N1=C(N=CC=C1)C1(CC1)NC(=O)[C@H]1CN(CC[C@@H]1NC(=O)C=1SC(=NN1)C1=C(C=C(C=C1)F)F)CC1(CC1)F (3S,4S)-4-{[5-(2,4-difluoro-phenyl)-[1,3,4]thiadiazole-2-carbonyl]-amino}-1-(1-fluoro-cyclopropylmethyl)-piperidine-3-carboxylic acid (1-pyrimidin-2-yl-cyclopropyl)-amide